N-hydroxy-7-aza-benzotriazole ON1N=NC2=C1N=CC=C2